C(C1=CC=CC=C1)C1=C(C(NC(N1COCC)=O)=O)C(C)C 6-BENZYL-1-ETHOXYMETHYL-5-ISOPROPYL-URACIL